(3R)-3-(4-Chlorophenyl)-2-[(5-chloropyridin-2-yl)methyl]-6-(2-hydroxypropan-2-yl)-3-(3-hydroxypropoxy)-2,3-dihydro-1H-isoindol-1-on ClC1=CC=C(C=C1)[C@@]1(N(C(C2=CC(=CC=C12)C(C)(C)O)=O)CC1=NC=C(C=C1)Cl)OCCCO